C(C1=CC=CC=C1)OC=1C2=C(N=C(N1)OC[C@]13CCCN3C[C@@H](C1)F)CN(CC2)C2=CC=CC1=CC=C(C(=C21)Cl)F 4-(benzyloxy)-7-(8-chloro-7-fluoronaphthalen-1-yl)-2-(((2R,7aS)-2-fluorohexahydro-1H-pyrrolizin-7a-yl)methoxy)-5,6,7,8-tetrahydropyrido[3,4-d]pyrimidine